pyridoxal dichloride [Cl-].[Cl-].N1=C(C)C(O)=C(C=O)C(CO)=C1